IC1=CC=C(C=C1)OC 4-iodoanisole